2-((hex-5-ynoyloxy)methyl)-2-(12-oxo-12-(perfluorophenoxy)dodecanamido)propane-1,3-diyl bis(hex-5-ynoate) C(CCCC#C)(=O)OCC(COC(CCCC#C)=O)(NC(CCCCCCCCCCC(OC1=C(C(=C(C(=C1F)F)F)F)F)=O)=O)COC(CCCC#C)=O